N,N-diphenyl-ethylamine hydroiodide I.C1(=CC=CC=C1)N(C1=CC=CC=C1)CC